C(CCCCCCCCCCCCCCCCCCCCC)(=O)O.CN(C)CCCC=C(C(=O)N)C dimethylaminopropyl-methacrylamide behenate